(3R)-1-[4-({(1R)-1-[3-(difluoromethyl)-2-fluorophenyl]ethyl}amino)-2-methylpyrido[3,4-d]pyrimidin-6-yl]pyrrolidin-3-ol FC(C=1C(=C(C=CC1)[C@@H](C)NC=1C2=C(N=C(N1)C)C=NC(=C2)N2C[C@@H](CC2)O)F)F